CC1=CC=C(C=C1)S(=O)(=O)O.CC=1N=CC2=C(N1)CNC2 2-methyl-6,7-dihydro-5H-pyrrolo[3,4-d]pyrimidine 4-methylbenzenesulfonate